P(=O)(OCCC(C(C(C(C(C(C(C(F)(F)F)(F)F)(F)F)(F)F)(F)F)(F)F)(F)F)(F)F)(OCCC(C(C(C(C(C(C(C(F)(F)F)(F)F)(F)F)(F)F)(F)F)(F)F)(F)F)(F)F)O Bis(2-(perfluorooctyl)ethyl) hydrogen phosphate